C(C1=CC=CC=C1)OC(=O)N[C@@H]1CC[C@H](CC1)CN(C(OC(C)(C)C)=O)[C@@H]1CC[C@H](CC1)NC(=O)OC(C)(C)C tert-butyl ((trans-4-(((benzyloxy)carbonyl)amino)cyclohexyl)methyl)(trans-4-((tert-butoxycarbonyl)amino)cyclohexyl)carbamate